C(C1=CC=CC=C1)OC1=CC2=C(C[C@@H](CS2)NC(=O)OC(C)(C)C)C(=C1N(S(NC(=O)OCC=C)(=O)=O)CC(=O)OC)F methyl [{(3S)-7-(benzyloxy)-3-[(tert-butoxycarbonyl)amino]-5-fluoro-3,4-dihydro-2H-1-benzothiopyran-6-yl}({[(prop-2-en-1-yl)oxy]carbonyl}sulfamoyl)amino]acetate